2,8-diazaspiro[4.5]decane-1,3-dione C1(NC(CC12CCNCC2)=O)=O